C1(=CCCCC1)C1=C(C=C(C=C1)C[C@@H](C(=O)OCC1=CC=CC=C1)O)F Benzyl (2S)-3-[4-(cyclohex-1-en-1-yl)-3-fluorophenyl]-2-hydroxypropanoate